4-([1,1'-biphenyl]-3-yl)-4-chloro-6-phenyl-pyrimidine C1(=CC(=CC=C1)C1(NC=NC(=C1)C1=CC=CC=C1)Cl)C1=CC=CC=C1